benzyl (2S,3R)-1-[tert-butyl(dimethyl)silyl]-4-oxo-3-pent-4-en-1-ylazetidine-2-carboxylate [Si](C)(C)(C(C)(C)C)N1[C@@H]([C@H](C1=O)CCCC=C)C(=O)OCC1=CC=CC=C1